N-[3-chloro-4-[[(exo)-3-azabicyclo[3.1.0]hexan-6-yl]carbamoyl]phenyl]-1-methyl-5-[3-(trifluoromethyl)-1H-pyrazol-4-yl]imidazole-2-carboxamide ClC=1C=C(C=CC1C(NC1C2CNCC12)=O)NC(=O)C=1N(C(=CN1)C=1C(=NNC1)C(F)(F)F)C